C(C)OC1=CC=C(C=C1)C1=CN=CC(=N1)C(=O)N/N=C/C1=C(C=CC(=C1)O)F (E)-6-(4-ethoxyphenyl)-N'-(2-fluoro-5-hydroxybenzylidene)pyrazine-2-carbohydrazide